4-(3-hydroxy-7-naphthalen-1-yl-quinolin-2-yl)-4-oxo-butyric acid ethyl ester C(C)OC(CCC(=O)C1=NC2=CC(=CC=C2C=C1O)C1=CC=CC2=CC=CC=C12)=O